NC1=CC=C(C=C1)[C@H]1N(C[C@@H](CC1)C)C(C(=O)NC1=C(C(=O)N)C=CC=N1)=O (2-((2S,5R)-2-(4-aminophenyl)-5-methylpiperidin-1-yl)-2-oxoacetamido)nicotinamide